C(C)N(C(=O)C1=C(C=CC(=C1)F)N1C=C(C=2C1=CN=CC2)C(=O)C2CN(C2)C(=O)[C@H]2N(C1CCC2CC1)C(=O)OC(C)(C)C)C(C)C tert-butyl (S)-3-(3-(1-(2-(ethyl(isopropyl)carbamoyl)-4-fluorophenyl)-1H-pyrrolo[2,3-c]pyridine-3-carbonyl)azetidine-1-carbonyl)-2-azabicyclo[2.2.2]octane-2-carboxylate